COC=1C=NC(=NC1)/C=C/C(=O)N1C(C=CCC1)=O (E)-1-(3-(5-methoxypyrimidin-2-yl)acryloyl)-5,6-dihydropyridin-2(1H)-one